Cl.NC(CC)(S)N diaminopropanethiol hydrochloride